NC=1C2=C(N=C(N1)NC1=C(C=CC=C1)O)CN(CC2)CC2=CC=CC=C2 2-((4-amino-7-benzyl-5,6,7,8-tetrahydropyrido[3,4-d]pyrimidin-2-yl)amino)phenol